CC1N(CCCC1)CCCN 3-(2-methylpiperidin-1-yl)propan-1-amine